COC=1C(=CC(=C(C1)N1CCN(CC1)C1CCN(CC1)CC1CCNCC1)C=1C=NN(C1)C)[N+](=O)[O-] 1-(5-methoxy-2-(1-methyl-1H-pyrazol-4-yl)-4-nitrophenyl)-4-(1-(piperidin-4-ylmethyl)piperidin-4-yl)piperazine